FC1=CC(=CC=2N(C(=NC21)C)C(C)C)C=2C=CN1N=C(N=CC12)N[C@@H]1C[C@H](C1)COC 5-(4-fluoro-1-isopropyl-2-methyl-1H-benzo[d]imidazol-6-yl)-N-(trans-3-(methoxymethyl)cyclobutyl)pyrrolo[2,1-f][1,2,4]triazin-2-amine